3-(4-cyclopropoxy-1-methyl-1H-pyrazol-5-yl)bicyclo[1.1.1]pentane-1-carboxylic acid C1(CC1)OC=1C=NN(C1C12CC(C1)(C2)C(=O)O)C